CC1=NC(=CC=C1C1=C(C#N)C(=C(C(=C1N1C2=CC=CC=C2C=2C=C(C=CC12)C)N1C2=CC=CC=C2C=2C=C(C=CC12)C)N1C2=CC=CC=C2C=2C=C(C=CC12)C)N1C2=CC=CC=C2C=2C=C(C=CC12)C)C 2-(2,6-dimethylpyridin-3-yl)-3,4,5,6-tetrakis(3-methyl-9H-carbazol-9-yl)benzonitrile